C(C)(C)(C)OC(=O)N1[C@H](CN(CC1)C1=NC(=CC=C1)OCC1=C(C=C(C=C1)C#N)F)CO (R)-4-(6-((4-cyano-2-fluorobenzyl)oxy)pyridin-2-yl)-2-(hydroxymethyl)piperazine-1-carboxylic acid tert-butyl ester